2-[2-[2-[[2-(2,6-dioxo-3-piperidinyl)-1,3-dioxo-isoindolin-4-yl]amino]ethoxy]ethyl]benzamide tertbutyl-(S)-2-(hydroxymethyl)-3,3-dimethylazetidine-1-carboxylate C(C)(C)(C)OC(=O)N1[C@@H](C(C1)(C)C)CO.O=C1NC(CCC1N1C(C2=CC=CC(=C2C1=O)NCCOCCC1=C(C(=O)N)C=CC=C1)=O)=O